CC(=O)O.CC(=O)O.C(C)(=O)O.C12(C(CCC(C1(C)C)C2)C)C21C(CCC(C2(C)C)C1)(C)C12C(CCC(C1(C)C)C2)C terpinyl acetate dihydroacetate